2,3-Diethyl-4-butoxy-phenol C(C)C1=C(C=CC(=C1CC)OCCCC)O